[C@H]12CN(C[C@H](CC1)N2)C=2C1=C(N=C(N2)OCC23N(C=4C=CC=CC4C2)CCC3)C(=C(N=C1)C1=CC(=CC3=CC=CC(=C13)C#C)O)F 4-(4-((1R,5S)-3,8-diazabicyclo[3.2.1]octan-3-yl)-2-((2,3-dihydro-1H-pyrrolo[1,2-a]indol-9a(9H)-yl)methoxy)-8-fluoropyrido[4,3-d]pyrimidin-7-yl)-5-ethynylnaphthalen-2-ol